benzyl (S)-(tert-butoxycarbonyl)(1-(tert-butyl)-3-(4-((tert-butyldimethylsilyl)oxy)-2,5-dihydrofuran-2-yl)-1H-pyrazol-5-yl)carbamate C(C)(C)(C)OC(=O)N(C(OCC1=CC=CC=C1)=O)C1=CC(=NN1C(C)(C)C)[C@H]1OCC(=C1)O[Si](C)(C)C(C)(C)C